O1CN(C=C1)C(=O)[O-] Oxazole-3(2H)-carboxylate